C1(CC1)S(=O)(=NC1=NC(=NC(=C1)N1[C@@H](COCC1)C)C1=C2C(=CN=C1)NC=C2)C Cyclopropyl(methyl)((6-((R)-3-methylmorpholino)-2-(1H-pyrrolo[2,3-c]pyridin-4-yl)pyrimidin-4-yl)imino)-λ6-sulfanone